5-[4-(4-aminopiperidin-1-yl)-3-(3,5-difluorophenyl)quinolin-6-yl]-6-(azetidin-1-yl)pyridine-3-carboxamide NC1CCN(CC1)C1=C(C=NC2=CC=C(C=C12)C=1C=C(C=NC1N1CCC1)C(=O)N)C1=CC(=CC(=C1)F)F